N(=[N+]=[N-])CC1=NNC(=C1)C(=O)OCC ethyl 3-(azidomethyl)-1H-pyrazole-5-carboxylate